C(C)OC(=O)C1(OC=C(C1)C1=CC(=CC(=C1)Cl)Cl)C 4-(3,5-dichlorophenyl)-2-methyl-3H-furan-2-carboxylic acid ethyl ester